C1(CC1)C=1N(C(=NN1)SCCNC(=O)NC1C(CCCC1)C)C1=CC=CC=C1 1-(2-((5-cyclopropyl-4-phenyl-4H-1,2,4-triazol-3-yl)thio)ethyl)-3-(2-methylcyclohexyl)urea